CN(C)CCCC(C(=O)N)=C Dimethylaminopropyl-acrylamid